1-(tert-butyl)-N-((5-(7-(((3S,4R)-3-fluoro-1-methylpiperidin-4-yl)amino)-3-vinylpyrazolo[1,5-a]pyrazin-2-yl)-1,3,4-thiadiazol-2-yl)methyl)-1H-pyrrole-3-carboxamide C(C)(C)(C)N1C=C(C=C1)C(=O)NCC=1SC(=NN1)C1=NN2C(C=NC=C2N[C@H]2[C@H](CN(CC2)C)F)=C1C=C